N-(1-isopropylpyrazol-4-yl)-4-methyl-3-[2-(3-pyridyl)ethynyl]benzamide C(C)(C)N1N=CC(=C1)NC(C1=CC(=C(C=C1)C)C#CC=1C=NC=CC1)=O